6-((4-(6-((6-acetyl-8-cyclopentyl-5-methyl-7-oxo-7,8-dihydropyrido[2,3-d]pyrimidine-2-yl)amino)pyridin-3-yl)piperazin-1-yl)methyl)-2-(2,6-dioxopiperidin-3-yl)-4-fluoroisoindoline C(C)(=O)C1=C(C2=C(N=C(N=C2)NC2=CC=C(C=N2)N2CCN(CC2)CC2=CC(=C3CN(CC3=C2)C2C(NC(CC2)=O)=O)F)N(C1=O)C1CCCC1)C